2-{6-[7-amino-2-(2-cyano-2-methylideneethyl)-1-oxo-2,3-dihydro-1H-isoindol-4-yl]-1H-indazol-1-yl}-N,N-dimethylacetamide NC=1C=CC(=C2CN(C(C12)=O)CC(=C)C#N)C1=CC=C2C=NN(C2=C1)CC(=O)N(C)C